(S)-4-(6-(3,5-Dimethylisoxazol-4-yl)-2-(1-(tetrahydro-2H-pyran-4-yl)-1H-pyrazol-4-yl)quinazolin-4-yl)-3-phenylmorpholine CC1=NOC(=C1C=1C=C2C(=NC(=NC2=CC1)C=1C=NN(C1)C1CCOCC1)N1[C@H](COCC1)C1=CC=CC=C1)C